Isopropyl-6-(5-isopropyl-1H-pyrazole-3-carbonyl)-2,6-diazaspiro[3.3]heptane-2-carboxamide C(C)(C)C1N(CC12CN(C2)C(=O)C2=NNC(=C2)C(C)C)C(=O)N